C(CC)N1[C@@H]2CCC3=C([C@H]2C=2C=CC(=CC2C1)C)C=C(C(=C3)O)O (6aR,12bS)-(+)-N-propyl-3-methyl-10,11-dihydroxy-5,6,6a,7,8,12b-hexahydrobenzo[a]phenanthridine